5-isopropyl-1,2,3-thiadiazole-4-carboxamide C(C)(C)C1=C(N=NS1)C(=O)N